C(C)(C)(C)OC(=O)N1CCN(CC1)C1=C(C=C(C=C1)C=1C(=NC(=C(C1)C=1C=C2CCNC(C2=CC1F)=O)N)F)C(F)(F)F.O1C(=CC2=C1C=CC=C2)[I+]C2=CC=CC=C2 2-benzofuranyl-(phenyl)iodonium tert-butyl-4-(4-(6-amino-2-fluoro-5-(7-fluoro-1-oxo-1,2,3,4-tetrahydroisoquinolin-6-yl)pyridin-3-yl)-2-(trifluoromethyl)phenyl)piperazine-1-carboxylate